5-(1'-phenylethanesulfonyl)isophthalic acid C1(=CC=CC=C1)C(C)S(=O)(=O)C=1C=C(C=C(C(=O)O)C1)C(=O)O